Cl.Cl.ClC=1C(=NC2=CC=C(C=C2C1)N1C[C@H](CC1)N)N1CCNCC1 (3S)-1-(3-chloro-2-piperazin-1-yl-6-quinolinyl)pyrrolidin-3-amine dihydrochloride